FC=1C=C(C(=NC1)C1=CC(=CN1C)C(=O)O)C=1C=NC=C(C1)F 5-{5,5'-difluoro-[3,3'-bipyridin]-2-yl}-1-methylpyrrole-3-carboxylic acid